C12N(CC(NC1)CC2)C=2C1=C(N=C(N2)OCC2(CC2)CN2CCOCC2)C(N(C(=C1)C(F)(F)F)C1=CC(=CC2=CC=C(C(=C12)C#C)F)O)=O 4-(2,5-Diazabicyclo[2.2.2]octan-2-yl)-7-(8-ethynyl-7-fluoro-3-hydroxynaphthalen-1-yl)-2-((1-(morpholinomethyl)cyclopropyl)methoxy)-6-(trifluoromethyl)pyrido[3,4-d]pyrimidin-8(7H)-one